C(C)C(COC=1C=C(OCCCCN(CCO)CCO)C=C(C1)CCCCCCCCCCCCCCC)CCCC 2,2'-((4-(3-((2-ethylhexyl)oxy)-5-pentadecylphenoxy)butyl)azanediyl)bis(ethan-1-ol)